7-chloro-8-(1,1-difluoroethyl)-6-(2,6-difluorophenyl)-1-methyl-4H-[1,2,4]Triazolo[4,3-a][1,4]Benzodiazepine ClC1=C(C=CC2=C1C(=NCC=1N2C(=NN1)C)C1=C(C=CC=C1F)F)C(C)(F)F